8-fluoro-4-((1S,7S,8S)-8-fluoro-5-oxa-2-azabicyclo[5.1.0]octan-2-yl)-2-(((2R,7aS)-2-fluorotetrahydro-1H-pyrrolizin-7a(5H)-yl)methoxy-d2)pyrido[4,3-d]pyrimidin FC1=CN=CC2=C1N=C(N=C2N2[C@@H]1[C@H]([C@@H]1COCC2)F)OC([2H])([2H])[C@]21CCCN1C[C@@H](C2)F